CC1=NN2C(N=CC3=C2C(CN3C(=O)OC(C)(C)C)(C(F)(F)F)C)=C1[N+](=O)[O-] tert-butyl 2,8-dimethyl-3-nitro-8-(trifluoromethyl)-7,8-dihydro-6H-pyrazolo[1,5-a]pyrrolo[2,3-e]pyrimidine-6-carboxylate